(11R)-6-chloro-11-isobutyl-3-(methoxymethyl)-2,2-dioxo-12-spiro[2.3]hexan-5-yl-9-oxa-2λ6-thia-3,5,12,19-tetrazatricyclo[12.3.1.14,8]nonadeca-1(18),4,6,8(19),14,16-hexaen-13-one ClC=1N=C2N(S(C=3C=CC=C(C(N([C@@H](COC(C1)=N2)CC(C)C)C2CC1(CC1)C2)=O)C3)(=O)=O)COC